COC1=C(C=CC=C1)C=1NC2=CC=CC=C2C1 2-(2-methoxyphenyl)-1H-indole